(2R,3R,4S,5R)-2-(6-amino-9H-purin-9-yl)-5-((bis(5-hydroxypentyl)amino)methyl)tetrahydrofuran-3,4-diol NC1=C2N=CN(C2=NC=N1)[C@@H]1O[C@@H]([C@H]([C@H]1O)O)CN(CCCCCO)CCCCCO